CN(CCN(C)C1=C(C=C(C(=C1)OC)NC1=NC=NC(=N1)C1=CN(C2=CC=CC=C12)C)C(C(=O)N)=C)C 2-((2-(dimethylamino)ethyl(methyl)amino)-4-methoxy-5-((4-(1-methyl-1H-indol-3-yl)-1,3,5-triazin-2-yl)amino)phenyl)acrylamide